O[C@]1(CCN(CC12CCCC2)C(=O)N2[C@@H](CN(CC2)C(=O)OC(C)(C)C)C2=CC=CC=C2)CN2C=NC(=CC2=O)NC tert-Butyl (R)-4-((S)-10-hydroxy-10-((4-(methylamino)-6-oxopyrimidin-1(6H)-yl)methyl)-7-azaspiro[4.5]decane-7-carbonyl)-3-phenylpiperazine-1-carboxylate